L-2,4-diaminobutyrylaminobenzylamine hydrochloride Cl.N[C@H](C(=O)NNCC1=CC=CC=C1)CCN